N-(5-(3-(7-(3-fluorophenyl)-3H-imidazo[4,5-c]pyridine-2-yl)-1H-indazol-5-yl)pyridin-3-yl)-3-methylbutanamide FC=1C=C(C=CC1)C=1C2=C(C=NC1)NC(=N2)C2=NNC1=CC=C(C=C21)C=2C=C(C=NC2)NC(CC(C)C)=O